O=C1N(C=CC=C1)CCN1C(NC2(C1=O)CCN(CC2)C2=NC=CC=N2)=O 3-(2-(2-Oxopyridin-1(2H)-yl)ethyl)-8-(pyrimidin-2-yl)-1,3,8-triazaspiro[4.5]decane-2,4-dione